BrCC(=O)NCC(=O)N(CCNC(CCl)=O)CCNC(CCl)=O 2-(2-bromoacetamido)-N,N-bis(2-(2-chloroacetamido)ethyl)acetamide